(5RS)-3-[2-(3-chloro-2-fluoro-phenoxy)pyrrolo[1,2-b]pyridazin-3-yl]-5-[(2,4-dichlorophenyl)methyl]-5,6-dihydro-4H-1,2,4-oxadiazine ClC=1C(=C(OC=2C(=CC=3N(N2)C=CC3)C3=NOC[C@H](N3)CC3=C(C=C(C=C3)Cl)Cl)C=CC1)F |r|